2,6-dimethyl-1-aminoindane CC1C(C2=CC(=CC=C2C1)C)N